C(C)(C)(C1=CC=CC=C1)OOC(CC(C)C)(C)C1=CC=CC=C1 isopropylcumyl cumyl peroxide